2-methyl-N-((tetrahydro-2H-pyran-2-yl)oxy)propionamide CC(C(=O)NOC1OCCCC1)C